N-hydroxy-5-bornylene-2,3-dicarboximide triflate OS(=O)(=O)C(F)(F)F.ON1C(=O)C2C3(C=CC(C2C1=O)C3(C)C)C